1-{1-[7-(4-chloro-2-methyl-2H-indazol-5-yl)-2-methyl-5H-pyrrolo[2,3-b]pyrazin-3-yl]-4-methylpiperidin-4-yl}methanamine, dihydrochloride salt Cl.Cl.ClC=1C2=CN(N=C2C=CC1C1=CNC2=NC(=C(N=C21)C)N2CCC(CC2)(C)CN)C